4-(2-{2-methyl-4H,6H,7H-pyrazolo[4,3-c]pyridin-5-yl}thieno[2,3-d][1,3]thiazol-5-yl)piperidine CN1N=C2C(CN(CC2)C=2SC3=C(N2)SC(=C3)C3CCNCC3)=C1